Cl.C1N(CC12CCNCC2)C(\C=C\C=2SC=CC2)=O (E)-1-(2,7-diazaspiro[3.5]nonan-2-yl)-3-(thien-2-yl)prop-2-en-1-one hydrochloride